6-(5-chloro-6-methoxy-3-pyridyl)-5-[4-[(3S)-1-(3-fluoropropyl)pyrrolidin-3-yl]oxyphenyl]-8,9-dihydro-7H-benzo[7]annulen-2-ol ClC=1C=C(C=NC1OC)C1=C(C2=C(CCC1)C=C(C=C2)O)C2=CC=C(C=C2)O[C@@H]2CN(CC2)CCCF